C(C(=C)C)(=O)OCCC[Si](OCC)(OCC)OCC (3-methacryloxypropyl)-triethoxysilane